C1(CCCCCC1)N1CCN(CC1)C(NN=C(C)C1=NC=CC=C1)=S 4-cycloheptyl-N-(1-pyridin-2-ylethylideneamino)piperazine-1-carbothioamide